C[C@@]12[C@@H](CN(CC1)C(C=C)=O)N(CC2)C=2C1=C(N=CN2)NC=C1 1-((3aS,7aS)-3a-Methyl-1-(7H-pyrrolo[2,3-d]pyrimidin-4-yl)hexahydro-1H-pyrrolo[2,3-c]pyridin-6(2H)-yl)prop-2-en-1-one